7-((1-(3,3,3-trifluoropropyl)piperidin-4-yl)amino)quinazolin-4(3H)-one FC(CCN1CCC(CC1)NC1=CC=C2C(NC=NC2=C1)=O)(F)F